5-bromo-2-(2-fluorophenyl)-1H-pyrimidin-6-one BrC1=CN=C(NC1=O)C1=C(C=CC=C1)F